FC12CC(C1)(C2)NC(C(N2CC(C(C21CC(CC1)(F)F)O)(F)F)=O)=O (3-Fluorobicyclo[1.1.1]pent-1-yl)-2-oxo-2-(3,3,7,7-tetrafluoro-4-hydroxy-1-azaspiro[4.4]nonan-1-yl)acetamide